CN(/C=C(/C(=O)C1=CC=C(C2=CC=CC=C12)OC)\C1=CC(=CC=C1)Cl)C (E)-3-(dimethylamino)-1-(4-methoxynaphthalene-1-yl)-2-(3-chlorophenyl)prop-2-ene-1-one